3-(4-(4-methoxyphenyl)-6-(4-(methylsulfonyl)piperazin-1-yl)-5-oxo-4,5-dihydropyrazin-2-yl)propanal COC1=CC=C(C=C1)N1C=C(N=C(C1=O)N1CCN(CC1)S(=O)(=O)C)CCC=O